3-(8-(5-(((5-fluoro-2,3-dihydrobenzofuran-4-yl)methyl)amino)-[1,2,4]triazolo[4,3-c]pyrimidin-8-yl)-[1,2,4]triazolo[1,5-a]pyridin-5-yl)pentan-3-ol FC=1C=CC2=C(CCO2)C1CNC1=NC=C(C=2N1C=NN2)C=2C=1N(C(=CC2)C(CC)(CC)O)N=CN1